COC1=CC=C(C(=N1)C(CC#N)=C=O)[N+](=O)[O-] 3-(6-methoxy-3-nitropyridin-2-yl)-3-carbonylpropionitrile